NC1=CC=C(C=C1)CCCN1[C@@H](C(N(CC1)C)=O)C (R)-4-(3-(4-aminophenyl)propyl)-1,3-dimethylpiperazin-2-one